7-amino-3,4-dihydrobenzo[f][1,4]oxazepin-5(2H)-one NC=1C=CC2=C(C(NCCO2)=O)C1